FC=1C=C2/C(/C(NC2=CC1)=O)=C/C1=C(C(=CN1)NC(CCN1CCN(CC1)C)=O)C (Z)-N-(5-((5-fluoro-2-oxoindol-3-ylidene)methyl)-4-methyl-1H-pyrrol-3-yl)-3-(4-methylpiperazin-1-yl)propanamide